C(C)(=O)C1=C(C2=C(N=C(N=C2)NC2=CC=C(C=N2)NS(=O)(=O)C)N(C1=O)C1CCCC1)C N-[6-(6-Acetyl-8-cyclopentyl-5-methyl-7-oxo-7,8-dihydro-pyrido[2,3-d]pyrimidin-2-ylamino)-pyridin-3-yl]-methanesulfonamide